hexahydropyrazino[1,2-a]pyrazine C1C=2N(CCN1)CCNC2